CN1CCN(CC1)C1=NC(=NC(=N1)N1N=CC=C1)N1CCC2=C(CC1)C=CC=C2 3-(4-(4-methylpiperazin-1-yl)-6-(1H-pyrazol-1-yl)-1,3,5-triazin-2-yl)-2,3,4,5-tetrahydro-1H-benzo[d]azepine